IC1=NN(C=C1CO)C1OCCCC1 (3-iodo-1-(tetrahydro-2H-pyran-2-yl)-1H-pyrazol-4-yl)methanol